1,1-di(acryloxymethyl)ethyl isocyanate C(C=C)(=O)OCC(C)(COC(C=C)=O)N=C=O